3,3'-azobis(3-methylhexane) N(=NC(CC)(CCC)C)C(CC)(CCC)C